butyl 1-(3-(cyclohexylideneamino) propyl)-5-oxopyrrolidine-3-carboxylate C1(CCCCC1)=NCCCN1CC(CC1=O)C(=O)OCCCC